C(C1=CC=CC=C1)OC=1C=CC2=C(C(=C(O2)C)C2=CN=CC(=N2)C(C(F)(F)F)O)C1 1-(6-(5-(benzyloxy)-2-methylbenzofuran-3-yl)pyrazin-2-yl)-2,2,2-trifluoroethan-1-ol